4-cyano-[2,4'-bithiazol] C(#N)C=1N=C(SC1)C=1N=CSC1